ClC1=CC=C2C(=CN(C2=C1)P(O)(O)=O)\C=C\1/NC(N(C1=O)CC1=CC(=C(C=C1)F)F)=O (Z)-(6-chloro-3-((1-(3,4-difluorobenzyl)-2,5-dioxoimidazolidin-4-ylidene)methyl)-1H-indol-1-yl)phosphonic acid